ClC=1C=C(C=CC1)C(CO)NC(=O)C=1N=CN(C1)C1=NC(=NC=C1C)NC1=CC(=C(C=C1)F)N1CCOCC1 N-(1-(3-chlorophenyl)-2-hydroxyethyl)-1-(2-((4-fluoro-3-morpholinophenyl)amino)-5-methyl-pyrimidin-4-yl)-1H-imidazole-4-carboxamide